methyl N2-(3-((((9H-fluoren-9-yl)methoxy)carbonyl)amino)propyl)-N2-(3-(4'-(4-(((benzyloxy)carbonyl)amino)butyl)-[1,1'-biphenyl]-4-yl)propanoyl)-N6-(tert-butoxycarbonyl)-L-lysinate C1=CC=CC=2C3=CC=CC=C3C(C12)COC(=O)NCCCN([C@@H](CCCCNC(=O)OC(C)(C)C)C(=O)OC)C(CCC1=CC=C(C=C1)C1=CC=C(C=C1)CCCCNC(=O)OCC1=CC=CC=C1)=O